2'-chloro-5'-methoxy-6-methyl-[4,4'-bipyridine]-3-carboxamide ClC1=NC=C(C(=C1)C1=C(C=NC(=C1)C)C(=O)N)OC